CN(C1[N+](CCC(N1C)C)(C)CC(=O)O)C 2-dimethylamino-4-methylcarboxymethyl-1,3-dimethyl-1,4,5,6-tetrahydropyrimidinium